C1(CC1)C1=CC=C(C=N1)C(=O)NC1=C(C=C(C=C1)F)S(=O)(=O)C 6-cyclopropyl-N-(4-fluoro-2-methanesulfonylphenyl)pyridine-3-carboxamide